C1(=CC=CC=C1)C1N(C1)S(=O)(=O)C1=CC=C(C=C1)Cl 2-phenyl-1-(4-chlorophenyl-sulfonyl)aziridine